FC(C1=NC=CC=C1C1=C(C=C2C(=CN(C2=C1)CC(C)(C)C)C(C)NS(=O)(=O)C1CC1)F)F 1-N-(1-(6-(2-(difluoromethyl)pyridin-3-yl)-5-fluoro-1-neopentyl-1H-indol-3-yl)ethyl)cyclopropanesulfonamide